ClC=1C(=NC(=NC1)N1CCC(CC1)OCCOCCOCCOCC(=O)O)NC=1C=C2C=C(C(N(C2=CC1)C)=O)OCC(=O)NC 2-(2-(2-(2-((1-(5-chloro-4-((1-methyl-3-(2-(methylamino)-2-oxoethoxy)-2-oxo-1,2-dihydroquinolin-6-yl)amino)pyrimidin-2-yl)piperidin-4-yl)oxy)ethoxy)ethoxy)ethoxy)acetic acid